CC1=C[C@@H]2[C@H](C(OC=3C=C(C=C(C23)O)\C=C\CCC)=C)CC1 (6Ar,10aR)-9-methyl-6-methylidene-3-[(E)-pent-1-enyl]-6a,7,8,10a-tetrahydrobenzo[c]chromen-1-ol